6-Chloro-N-[5-(2,2-difluoroethoxy)-4,6-dimethoxy-pyrimidin-2-yl]-7-(2-pyrimidinyl)-1H-indole-3-sulfonic acid amide ClC1=CC=C2C(=CNC2=C1C1=NC=CC=N1)S(=O)(=O)NC1=NC(=C(C(=N1)OC)OCC(F)F)OC